(R)-4-(6-isopropyl-2-(1H-pyrrolo[2,3-b]pyridin-4-yl)pyrimidin-4-yl)-3-methylmorpholine C(C)(C)C1=CC(=NC(=N1)C1=C2C(=NC=C1)NC=C2)N2[C@@H](COCC2)C